ClCC=1N=CN(C1)C1=C(C=CC=C1)F 4-(chloromethyl)-1-(2-fluorophenyl)-1H-imidazole